C1(=C(C=CC=C1)N(C1=CC=2C(C3=CC=CC=C3C2C=C1)(C)C)C1=CC=C(C=C1)C1=CC(=CC(=C1)C(C)(C)C)C1=CC(=CC(=C1)C(C)(C)C)C(C)(C)C)C1=CC=CC=C1 N-(1,1'-biphenyl-2-yl)-N-(3'',5',5''-tri-tert-butyl-1,1':3',1''-terphenyl-4-yl)-9,9-dimethyl-9H-fluoren-2-amine